NC1=NN=NC(=C1)N 4,6-diamino-cis-triazine